2-bromo-4,5-difluorobenzaldehyde BrC1=C(C=O)C=C(C(=C1)F)F